COC=1N(C=2C(=NC=C(C2)N2C=CC=3N=CN=C(C32)OC)N1)CC1=C(C(=C(C=C1)F)F)F 2-methoxy-6-(4-methoxy-5H-pyrrolo[3,2-d]pyrimidin-5-yl)-1-(2,3,4-trifluorobenzyl)-1H-imidazo[4,5-b]pyridine